4-fluoro-8-(piperidin-4-yl)-2-(trifluoromethyl)chromeno[7,8-d]imidazol-6(3H)-one hydrochloride Cl.FC1=CC=2C(C=C(OC2C2=C1NC(=N2)C(F)(F)F)C2CCNCC2)=O